4-((3-(1-(1-oxaspiro[4.4]nonan-6-yl)-1H-pyrazol-4-yl)-2-methoxyphenyl)amino)-6-(cyclopropanecarboxamido)pyridazine-3-carboxamide O1CCCC12C(CCC2)N2N=CC(=C2)C=2C(=C(C=CC2)NC2=C(N=NC(=C2)NC(=O)C2CC2)C(=O)N)OC